4'-fluoro-5,5-dimethyl-3,4,5,6-tetrahydro-[1,1'-biphenyl] FC1=CC=C(C=C1)C1=CCCC(C1)(C)C